(2R,3S,4R,5R)-5-cyano-4-hydroxy-5-(4-(2-methoxy-2-methylpropanamido)pyrrolo[2,1-f][1,2,4]triazin-7-yl)-2-((2-phenylacetoxy)methyl)tetrahydrofuran-3-yl (R)-2-amino-3,3-dimethylbutanoate N[C@@H](C(=O)O[C@@H]1[C@H](O[C@]([C@@H]1O)(C1=CC=C2C(=NC=NN21)NC(C(C)(C)OC)=O)C#N)COC(CC2=CC=CC=C2)=O)C(C)(C)C